NC1=CC=C(C=N1)N1CCN(CC1)C1=NC=C(C(=O)OC)C=C1 methyl 6-(4-(6-aminopyridin-3-yl)piperazin-1-yl)nicotinate